(E)-Methyl-7-(1-(2-(bicyclo[1.1.1]pentan-1-ylamino)-2-oxoethyl)-2-oxo-1,2-dihydropyridin-3-ylamino)-6-(6-(dimethylamino)benzofuran-2-carboxamido)-7-oxohept-2-enoat COC(\C=C\CCC(C(=O)NC=1C(N(C=CC1)CC(=O)NC12CC(C1)C2)=O)NC(=O)C=2OC1=C(C2)C=CC(=C1)N(C)C)=O